ClC1=C(C(=CC=C1)Cl)C1=NOC(=C1COC=1N=CC(=NC1)C1(CC(C1)(C=1C=C(C(=O)[O-])C=CC1)O)C)C1=CC=CC=C1 3-(3-(5-((3-(2,6-dichlorophenyl)-5-phenylisoxazol-4-yl)methoxy)pyrazin-2-yl)-3-Methyl hydroxycyclobutyl)benzoate